6-(4-acetamido-3-cyano-phenyl)-N-[(2-methyl-3-pyridinyl)methyl]pyridine-3-carboxamide C(C)(=O)NC1=C(C=C(C=C1)C1=CC=C(C=N1)C(=O)NCC=1C(=NC=CC1)C)C#N